3-(aminomethyl)-4,6-diethyl-pyridine NCC=1C=NC(=CC1CC)CC